(4-((3-(7-(((3S,4S)-1,3-dimethylpiperidin-4-yl)amino)-3-(2,2,2-trifluoroethyl)benzo[b]thiophen-2-yl)prop-2-yn-1-yl)amino)-3-methoxyphenyl)dimethylphosphine oxide CN1C[C@@H]([C@H](CC1)NC1=CC=CC2=C1SC(=C2CC(F)(F)F)C#CCNC2=C(C=C(C=C2)P(C)(C)=O)OC)C